C(C=CC1=CC=CC=C1)(=O)NC(=N)N(C)C N-Cinnamoyl-N',N'-dimethylguanidin